nickel chlorid [Ni](Cl)Cl